[O-]CCCC.C(CCC)P butylphosphine (butoxide)